CC1=C(C=O)C=CC(=C1)CBr methyl-4-(bromomethyl)benzaldehyde